NC1=CC(=CC(=N1)NC1CC(CCC1)O)CN1CCOCC1 3-((6-amino-4-(morpholinomethyl)pyridin-2-yl)amino)cyclohexan-1-ol